F[C@](CO)(O)[C@@H](O)[C@H](O)[C@H](O)CO 2-fluoro-mannitol